(2s,3s,4r,5r)-5-(2-(5-chloropyridin-3-yl)-6-((2-(pyridin-3-yl)ethyl)amino)-9H-purin-9-yl)-3,4-dihydroxy-N-(methyl-d3)-tetrahydrofuran-2-carboxamide ClC=1C=C(C=NC1)C1=NC(=C2N=CN(C2=N1)[C@H]1[C@@H]([C@@H]([C@H](O1)C(=O)NC([2H])([2H])[2H])O)O)NCCC=1C=NC=CC1